N-vinylcapramide C(=C)NC(=O)CCCCCCCCC